tert-butyl ((2S)-4-(benzylamino)-3-hydroxy-4-oxo-1-(1H-pyrazol-3-yl)butan-2-yl)carbamate C(C1=CC=CC=C1)NC(C([C@H](CC1=NNC=C1)NC(OC(C)(C)C)=O)O)=O